N1=CC(=CC=C1)C=1C=C2CNCC2=CC1 5-(pyridin-3-yl)isoindoline